2-((3R,4R)-4-((1-(2,6-dioxopiperidin-3-yl)-1H-indazol-5-yl)amino)-3-methylpiperidin-1-yl)-4-((1-methyl-2-oxoindolin-5-yl)amino)pyrimidine-5-carbonitrile O=C1NC(CCC1N1N=CC2=CC(=CC=C12)N[C@H]1[C@@H](CN(CC1)C1=NC=C(C(=N1)NC=1C=C2CC(N(C2=CC1)C)=O)C#N)C)=O